4-(1-ethyl-3-(pyridin-3-yl)-1H-pyrazol-4-yl)-N-(4-(4-(4-methylpiperazin-1-yl)pyrimidin-1-yl)phenyl)pyrimidin-2-amine C(C)N1N=C(C(=C1)C1=NC(=NC=C1)NC1=CC=C(C=C1)N1CN=C(C=C1)N1CCN(CC1)C)C=1C=NC=CC1